O=C1C(CC2(OCCO2)CC1)C(=O)OC methyl 8-oxo-1,4-dioxaspiro[4.5]decane-7-carboxylate